7-{[(1S)-1-{4-[4-(4-acryloylpiperazin-1-yl)tetrahydro-2H-pyran-4-yl]phenyl}ethyl]amino}-5-amino-1-(propan-2-yl)-1,4-dihydro-2H-pyrimido[4,5-d][1,3]oxazin-2-on C(C=C)(=O)N1CCN(CC1)C1(CCOCC1)C1=CC=C(C=C1)[C@H](C)NC=1N=C(C2=C(N(C(OC2)=O)C(C)C)N1)N